NCCCN(CCN)CCCN N,N-bis(3-aminopropyl)ethylenediamine